FC1=C(C=C(C=C1)NC(=O)C1=C(N(C(=C1C)C(C(=O)N[C@@H](CO)CC)=O)C)C)C (R)-N-(4-fluoro-3-methylphenyl)-5-(2-((1-hydroxybutan-2-yl)amino)-2-oxoacetyl)-1,2,4-trimethyl-1H-pyrrole-3-carboxamide